(R)-2-(2-hydroxy-3-methylphenyl)-4,5-dihydrothiazole-4-carboxylic acid OC1=C(C=CC=C1C)C=1SC[C@H](N1)C(=O)O